N-methoxy-2,2-diphenylpropionamide CONC(C(C)(C1=CC=CC=C1)C1=CC=CC=C1)=O